3-((6-(4-Aminopiperidin-1-yl)imidazo[1,2-b]pyridazin-3-yl)ethynyl)-N-(3-chloro-5-(trifluoromethyl)phenyl)-2-methylbenzamide NC1CCN(CC1)C=1C=CC=2N(N1)C(=CN2)C#CC=2C(=C(C(=O)NC1=CC(=CC(=C1)C(F)(F)F)Cl)C=CC2)C